Methyl (3S)-3-(((5R)-5-oxido-2-(3-phenylazetidin-1-yl)-6,7-dihydrothieno[3,2-d]pyrimidin-4-yl)amino)pyrrolidine-1-carboxylate O=[S@@]1CCC=2N=C(N=C(C21)N[C@@H]2CN(CC2)C(=O)OC)N2CC(C2)C2=CC=CC=C2